tert-butyl 4-(5-bromo-2-cyano-3-fluorophenyl)-2,6-dimethylpiperazine-1-carboxylate BrC=1C=C(C(=C(C1)N1CC(N(C(C1)C)C(=O)OC(C)(C)C)C)C#N)F